BrC1=CC=C2C(=C(C(=NC2=C1)N1CC2(CN(C2)C(=O)OC(C)(C)C)CC1)C#N)C1=C2C=NN(C2=CC=C1C)C1OCCCC1 tert-butyl 6-(7-bromo-3-cyano-4-(5-methyl-1-(tetrahydro-2H-pyran-2-yl)-1H-indazol-4-yl) quinolin-2-yl)-2,6-diazaspiro[3.4]octane-2-carboxylate